dimethyl-3-methyl-6-morpholinopyrrolo[2,1-a]phthalazine-1,2-dicarboxylic acid CC=1C(=C2C(=NN3C(C2=CC1)=C(C(=C3C)C(=O)O)C(=O)O)N3CCOCC3)C